C1(CCCCC1)CC=1C=CC(=C(C1)C1=CC(=NO1)N)OC 5-(5-(cyclohexylmethyl)-2-methoxyphenyl)isoxazol-3-amine